7-methoxy-2-methyl-1,8-naphthyridin-4-ol COC1=CC=C2C(=CC(=NC2=N1)C)O